C(C)NC(=O)NC=1SC=C(N1)C(C)(C)C1=CC=C(C=C1)OC 1-ethyl-3-(4-(2-(4-meth-oxyphenyl)propan-2-yl)-thiazol-2-yl)urea